BOC-amino-tris(hydroxymethyl)methane C(=O)(OC(C)(C)C)NC(CO)(CO)CO